tert-butyl 4-(4-ethoxycarbonyl-5-methyl-triazol-1-yl)piperidine-1-carboxylate C(C)OC(=O)C=1N=NN(C1C)C1CCN(CC1)C(=O)OC(C)(C)C